N-(3-(2-amino-6-(5-methoxypyridin-3-yl)quinazolin-8-yl)phenyl)acrylamide NC1=NC2=C(C=C(C=C2C=N1)C=1C=NC=C(C1)OC)C=1C=C(C=CC1)NC(C=C)=O